ClC1=NC=CC(=N1)NC=1N=CC=2CCC3=C(C2C1F)NC1=C3C(NCC1C)=O 2-((2-chloropyrimidin-4-yl)amino)-1-fluoro-10-methyl-5,6,8,9,10,11-hexahydro-7H-pyrido[3',4':4,5]pyrrolo[2,3-f]isoquinolin-7-one